3-ethyl-3-[(3-ethoxyoxetan-3-yl)methoxy]oxetane C(C)C1(COC1)OCC1(COC1)OCC